FC1=C2C(=CN=C1)N(C=C2C)S(=O)(=O)C2=CC=C(C=C2)C 4-fluoro-3-methyl-1-(p-tolylsulfonyl)pyrrolo[2,3-c]pyridine